methyl (2S)-2-((tert-butoxycarbonyl)(methyl)amino)-3-cyclopropylbutanoate C(C)(C)(C)OC(=O)N([C@H](C(=O)OC)C(C)C1CC1)C